4-(4-((1R,5S)-3,8-diazabicyclo[3.2.1]octan-3-yl)-8-fluoro-2-((hexahydro-1H-pyrrolizin-7a-yl)methoxy)pyrido[4,3-d]pyrimidin-7-yl)-1H-benzo[f]indazole [C@H]12CN(C[C@H](CC1)N2)C=2C1=C(N=C(N2)OCC23CCCN3CCC2)C(=C(N=C1)C1=C2C=NNC2=CC2=C1C=CC=C2)F